ClC=1C=C(CNC=CC(=O)NCCCNC2=NC3=C(C4=CN=CC=C24)C=CC(=C3)C#N)C=CC1OC(F)(F)F 3-((3-Chloro-4-(trifluoromethoxy)benzyl)amino)-N-(3-((8-cyanobenzo[c][2,6]naphthyridin-5-yl)amino)propyl)propenamide